CC(C(C(=O)O)C1=CC=CC=C1)C 3-methyl-2-phenylbutanoic acid